O1C(=NC2=C1C=CC=C2)C(=O)[C@H]2N(CCC2)C(CNC(=O)C2=CC=NC1=CC=C(C=C21)C=2C=CC(=NC2)C(=O)NCCN2CCN(CC2)C(=O)OC(C)(C)C)=O (S)-tert-butyl 4-(2-(5-(4-(2-(2-(benzo[d]oxazole-2-carbonyl)pyrrolidin-1-yl)-2-oxoethylcarbamoyl)quinolin-6-yl)picolinamido)ethyl)piperazine-1-carboxylate